N-(1-(1-(2-((1s,4s)-4-((3-Cyano-4-methylpyridin-2-yl)oxy)cyclohexyl)ethyl)-1,4,5,6-tetrahydrocyclopenta[c]pyrazol-3-carbonyl)piperidin-4-yl)acetamid C(#N)C=1C(=NC=CC1C)OC1CCC(CC1)CCN1N=C(C2=C1CCC2)C(=O)N2CCC(CC2)NC(C)=O